N=1N=CN(C1)C1=CC(=C2C=NNC2=C1)OCCOCCCCNCC=1C=C(C(=O)NC)C=C(C1)OC(F)(F)F 3-(((4-(2-((6-(4H-1,2,4-triazol-4-yl)-1H-indazol-4-yl)oxy)ethoxy)butyl)amino)methyl)-N-methyl-5-(trifluoromethoxy)benzamide